N-(4-{4-[3-(5-tert-Butyl-2-isopropyl-2H-pyrazol-3-yl)-ureido]-3-fluoro-phenoxy}-pyridin-2-yl)-acetamide C(C)(C)(C)C=1C=C(N(N1)C(C)C)NC(NC1=C(C=C(OC2=CC(=NC=C2)NC(C)=O)C=C1)F)=O